2-[5-(5-Chloroindole-1-sulfonyl)-2-fluoro-4-methoxyphenyl]isoindole-1,3-dione ClC=1C=C2C=CN(C2=CC1)S(=O)(=O)C=1C(=CC(=C(C1)N1C(C2=CC=CC=C2C1=O)=O)F)OC